2,4-dimethylbutane CC(C)CCC